2-oxo-2-[rac-(2S,5S)-2-(2-ethylpyrazol-3-yl)-5-methyl-1-piperidyl]acetamide O=C(C(=O)N)N1[C@@H](CC[C@@H](C1)C)C=1N(N=CC1)CC |r|